FC(C1=CC=C(C=N1)N1N=NC(=C1COC=1C=C2CCN(CC2=CN1)C(C)=O)C)F 1-[6-({1-[6-(difluoromethyl)pyridin-3-yl]-4-methyl-1H-1,2,3-triazol-5-yl}methoxy)-3,4-dihydro-2,7-naphthyridin-2(1H)-yl]ethanone